5-(8-(1,3-dimethyl-2-oxo-7-(tetrahydro-2H-pyran-4-yl)-1,2-dihydroquinolin-5-yl)-7-methylisoquinolin-3-yl)-N-(3-(3-((2,6-dioxopiperidin-3-yl)amino)phenyl)prop-2-yn-1-yl)picolinamide CN1C(C(=CC2=C(C=C(C=C12)C1CCOCC1)C=1C(=CC=C2C=C(N=CC12)C=1C=CC(=NC1)C(=O)NCC#CC1=CC(=CC=C1)NC1C(NC(CC1)=O)=O)C)C)=O